5-[4-[tert-butoxycarbonyl(cyclopropyl)amino]-1-piperidyl]-2-methylsulfanyl-quinazoline-8-carboxylic acid C(C)(C)(C)OC(=O)N(C1CCN(CC1)C1=C2C=NC(=NC2=C(C=C1)C(=O)O)SC)C1CC1